N1CC(C1)NC1CC(N(C1)C1=CC=C(C=C1)S(=O)(=O)N1CCN(CC1)C1=NC(=CC(=C1)C(F)(F)F)Cl)=O 4-(Azetidin-3-ylamino)-1-[4-[4-[6-chloro-4-(trifluoromethyl)-2-pyridinyl]piperazin-1-yl]sulfonylphenyl]pyrrolidin-2-one